C(C1=CC=CC=C1)(=O)C1=CC=C(C=C1)\N=C/1\C=C(CC(C1)(C)C)NCC(=O)OCC Ethyl 2-[[(3E)-3-(4-benzoylphenyl)imino-5,5-dimethyl-cyclohexen-1-yl]amino]acetate